C(C)(C)(C)OC(=O)NCCOC1=C(C=C(C(=O)OC)C=C1)C(=O)OC Dimethyl 4-(2-((tert-butoxycarbonyl)amino)ethoxy)isophthalate